3-(6-(4-methylpiperazin-1-yl)-1H-benzimidazol-2-yl)-1H-indazol-4-yl-propionamide CN1CCN(CC1)C=1C=CC2=C(NC(=N2)C2=NNC3=CC=CC(=C23)C(C(=O)N)C)C1